tert-butyl-4-[7-(4-cyanopyridin-2-yl)-5-(2-fluorophenyl)-7H-pyrrolo[2,3-d]pyrimidin-4-yl]piperazine-1-carboxylate C(C)(C)(C)OC(=O)N1CCN(CC1)C=1C2=C(N=CN1)N(C=C2C2=C(C=CC=C2)F)C2=NC=CC(=C2)C#N